di(3-butene) furan-2,5-dicarboxylate O1C(=CC=C1C(=O)O)C(=O)O.CCC=C.CCC=C